C(CC)C(CO)CCCCC.[Na] sodium 2-propyl-heptanol